C(=O)(O)N(OCC)C(=O)O N,N-dicarboxyethyl-hydroxylamine